(R)-2-((8-(azetidin-3-yloxy)-5-(2-azidopropan-2-yl)-2,7-naphthyridin-3-yl)amino)-7,7,8-trimethyl-7,8-dihydro-5H-pyrano[4,3-b]pyridin-5-one N1CC(C1)OC=1N=CC(=C2C=C(N=CC12)NC1=CC=C2C(=N1)[C@H](C(OC2=O)(C)C)C)C(C)(C)N=[N+]=[N-]